C(#N)C=1C=CC(=C(C1)NS(=O)(=O)C=1C=C(C(=O)OC)C=CC1C1CC1)C=1SC(=CC1)F methyl 3-(N-(5-cyano-2-(5-fluorothiophen-2-yl)phenyl)sulfamoyl)-4-cyclopropylbenzoate